1-(7-chloro-8-fluoro-5-methyl-2-(methylthio)pyrido[4,3-d]pyrimidin-4-yl)-3-methylpiperidine ClC1=C(C=2N=C(N=C(C2C(=N1)C)N1CC(CCC1)C)SC)F